ClC1=C(OCC2=CC=CC(=N2)C=2CN(CC2)CC2=NC3=C(N2C[C@H]2OCC2)C=C(C=C3)C(=O)O)C=CC(=C1)Cl 2-[(3-{6-[(2,4-dichlorophenoxy)methyl]pyridin-2-yl}-2,5-dihydro-1H-pyrrol-1-yl)methyl]-1-{[(2S)-oxetan-2-yl]methyl}-1H-1,3-benzodiazole-6-carboxylic acid